(R)-1-(2-(3-(ethoxy-methyl)-1-(2-(6-methylpyridin-3-yl)propan-2-yl)pyrrolidin-3-yl)ethyl)-3-ethyl-1,3-dihydro-2H-benzo[d]imidazol-2-one C(C)OC[C@@]1(CN(CC1)C(C)(C)C=1C=NC(=CC1)C)CCN1C(N(C2=C1C=CC=C2)CC)=O